(S)-N-((S)-1-(5-(7-Methoxy-1-methyl-2-oxo-1,2-dihydrochinolin-6-yl)oxazol-2-yl)-7-oxononyl)-6-methyl-6-azaspiro[2.5]octan-1-carboxamid COC1=C(C=C2C=CC(N(C2=C1)C)=O)C1=CN=C(O1)[C@H](CCCCCC(CC)=O)NC(=O)[C@H]1CC12CCN(CC2)C